3-Hexen CCC=CCC